(1-(7-Methoxyquinolin-5-yl)cyclopropyl)-2-methyl-5-(2-(methylamino)propoxy)benzamide COC1=CC(=C2C=CC=NC2=C1)C1(CC1)C=1C(=C(C(=O)N)C=C(C1)OCC(C)NC)C